C(C1=CC(=C(C(=C1)C)NC(C(C)(C)C)=O)C)C1=CC(=C(C(=C1)C)NC(C(C)(C)C)=O)C N,N'-[Methylenbis(2,6-dimethyl-4,1-phenylen)]bis[2,2-dimethyl-propanamid]